3α,7α,11β-trihydroxy-6α-ethyl-5β-cholan-24-ol O[C@H]1C[C@H]2[C@H]([C@H]([C@H]3[C@@H]4CC[C@H]([C@@H](CCCO)C)[C@]4(C[C@@H]([C@@H]3[C@]2(CC1)C)O)C)O)CC